8-methoxy-2-thioxo-3-(6-(2-(trifluoromethoxy)phenoxy)benzo[d]thiazol-2-yl)-2,3-dihydro-4H-pyrido[2,3-e][1,3]oxazin-4-one COC1=CC=NC=2C(N(C(OC21)=S)C=2SC1=C(N2)C=CC(=C1)OC1=C(C=CC=C1)OC(F)(F)F)=O